C(C)NNC(C1=CC=C(C=C1)CN1C2=C(C=CC3=C1C=CC=C3)C=CC(=C2)C)=O N'-Ethyl-4-((3-methyl-5H-dibenzo[b,f]azepin-5-yl)methyl)benzoyl-hydrazine